N[C@@H](COC(C(F)(F)F)(C)C)C1=NC2=C(N1)C=CC(=C2)[C@H](N2C(N[C@@H](C2)C2CC2)=O)C2CC2 (R)-1-((R)-(2-((R)-1-Amino-2-((1,1,1-trifluoro-2-methylpropan-2-yl)oxy)ethyl)-1H-benzo[d]imidazol-5-yl)(cyclopropyl)methyl)-4-cyclopropylimidazolidin-2-one